2-((7-hydroxy-4-methylquinazolin-2-yl)amino)-5,6-dimethylpyrimidin-4(3H)-one OC1=CC=C2C(=NC(=NC2=C1)NC1=NC(=C(C(N1)=O)C)C)C